tert-butyl 3-methyl-5-oxopiperazine-1-carboxylate CC1CN(CC(N1)=O)C(=O)OC(C)(C)C